CC1=C(C=C(C(=O)NC2=NOC(=C2)C(C(F)(F)F)(C)C)C=C1)[C@H]1CN(CC1)C=1C=NC=NC1 (S)-4-methyl-3-(1-(pyrimidin-5-yl)pyrrolidin-3-yl)-N-(5-(1,1,1-trifluoro-2-methylpropan-2-yl)isoxazol-3-yl)benzamide